7-(2-bromoacetyl)-6-methoxy-3-methylquinazolin-4(3H)-one BrCC(=O)C1=C(C=C2C(N(C=NC2=C1)C)=O)OC